N1CC(C1)=C(CN1C(C2=CC=CC=C2C1=O)=O)Cl (e)-2-(2-(azetidin-3-ylidene)-2-chloroethyl)isoindoline-1,3-dione